Methyl [(1R,2R)-3-oxo-2-pentylcyclopentyl]acetate O=C1[C@@H]([C@H](CC1)CC(=O)OC)CCCCC